C(C)(C)(C)C=1C=C(NN1)NC(=O)NC1=CC=C(C=C1)N1C=NC2=C1C=CC(=C2)OCCCCC#CC2=C1CN(C(C1=CC=C2)=O)C2C(NC(CC2)=O)=O 1-(5-tert-butyl-2H-pyrazol-3-yl)-3-[4-(5-{6-[2-(2,6-dioxopiperidin-3-yl)-1-oxo-2,3-dihydro-1H-isoindol-4-yl]-hex-5-ynyloxy}-benzoimidazol-1-yl)-phenyl]-urea